C(#N)C=1C=C(C=CC1)C1=CN=C(O1)C(=O)O.[Li] lithium 5-(3-cyanophenyl)oxazole-2-carboxylic acid